FC(CC(=O)O)(C1=C(C(=CC=C1F)F)F)F β,β,2,3,6-pentafluoro-benzenepropanoic acid